OC(C(=O)[O-])C(O)(C(=O)[O-])CC(=O)[O-].[Mg+2].OC(C(=O)[O-])C(O)(C(=O)[O-])CC(=O)[O-].[Mg+2].[Mg+2] magnesium hydroxycitric acid salt